BrC1=CC(=C(C(=C1)[N+](=O)[O-])N[C@@H]1C[C@H](N(C1)C(C1=CN=CC(=C1)NC)=O)C(=O)NC1=CC(=NC=C1)C(F)(F)F)C(=O)N1C[C@H](O[C@H](C1)C)C (2S,4R)-4-((4-bromo-2-((2R,6S)-2,6-dimethylmorpholin-4-carbonyl)-6-nitrophenyl)amino)-1-(5-(methylamino)nicotinoyl)-N-(2-(trifluoromethyl)pyridin-4-yl)pyrrolidine-2-formamide